(+)-4'-(2-methylbutyl)-4-biphenylcarbonitrile CC(CC1=CC=C(C=C1)C1=CC=C(C=C1)C#N)CC